ClC=1C(=C(C=CC1F)N(C(=O)[C@H]1N(C(N(C1)C(=O)OC(C)(C)C)=O)C1=CC(=C2C(=N1)N(C=C2)C)C(F)(F)F)C)F (S)-tert-butyl 4-((3-chloro-2,4-difluorophenyl)(methyl)carbamoyl)-3-(1-methyl-4-(trifluoromethyl)-1H-pyrrolo[2,3-b]pyridin-6-yl)-2-oxoimidazolidine-1-carboxylate